ethyl (E)-7-methyl-5-(2-methyl-3-oxoprop-1-en-1-yl)pyrazolo[1,5-a]pyrimidine-3-carboxylate CC1=CC(=NC=2N1N=CC2C(=O)OCC)\C=C(\C=O)/C